chloro-5-(((E)-2-((E)-1-nitro-3-phenylallylidene)imidazolidin-1-yl)methyl)pyridine ClC1=NC=C(C=C1)CN1/C(/NCC1)=C(\C=C\C1=CC=CC=C1)/[N+](=O)[O-]